dimethyl 6,6'-(4-(4-((tert-butyldimethylsilyl)oxy)butyl)piperazine-2,6-diyl)dihexanoate [Si](C)(C)(C(C)(C)C)OCCCCN1CC(NC(C1)CCCCCC(=O)OC)CCCCCC(=O)OC